C(C)(C)(C)C=1C=CC(=C(CNC2C(N3CCC2CC3)C(C3=CC=CC=C3)C3=CC=CC=C3)C1)OC N-(5-tert-butyl-2-methoxybenzyl)-2-(diphenyl-methyl)-1-azabicyclo[2.2.2]octan-3-amine